C(C)C1(N(CC(C1)C1=CC=CC=C1)S(=O)(=O)C1=CC=C(C=C1)C)CC 2,2-diethyl-4-phenyl-1-p-methylbenzenesulfonylpyrrolidine